2-[(6-{3-Azabicyclo[3.1.0]hex-3-yl}-2-methylpyridin-3-yl)methyl]-N-[(6R)-3-methyl-1H,4H,5H,6H-cyclopenta[c]pyrazol-6-yl]-2H-1,2,3,4-tetrazole-5-carboxamide C12CN(CC2C1)C1=CC=C(C(=N1)C)CN1N=C(N=N1)C(=O)N[C@@H]1CCC2=C1NN=C2C